ClC=1C=C2CCN([C@H](C2=C(C1)Cl)C)C(=O)[C@H]1CN(CCO1)C=1C=NC=CC1C1CNCCO1 ((S)-6,8-dichloro-1-methyl-3,4-dihydroisoquinolin-2(1H)-yl)((2R)-4-(4-(morpholin-2-yl)pyridin-3-yl)morpholin-2-yl)methanone